(E)-1-(2-hydroxy-4-methoxy-5-methylphenyl)-3-(4-fluorophenyl)prop-2-en-1-one OC1=C(C=C(C(=C1)OC)C)C(\C=C\C1=CC=C(C=C1)F)=O